I.CSC=1NCCN1 2-(methylthio)-4,5-dihydro-1H-imidazole hydroiodic acid salt